ClC=1C=CC(=C(C1)N1C(C(N(CC1)[C@H](C(=O)O)CC1=CC=CC=C1)=O)=O)N1N=NN=C1 (S)-2-(4-(5-chloro-2-(1H-tetrazol-1-yl)phenyl)-2,3-dioxopiperazin-1-yl)-3-phenylpropionic acid